BrC(C1=NC=C(C=C1)Cl)C1CCC(CC1)(F)F 2-[bromo-(4,4-difluorocyclohexyl)methyl]-5-chloro-pyridine